1-[(4S)-8-chlorochroman-4-yl]-3-[1-(3-methylsulfonylphenyl)pyrazol-3-yl]urea ClC=1C=CC=C2[C@H](CCOC12)NC(=O)NC1=NN(C=C1)C1=CC(=CC=C1)S(=O)(=O)C